FC(C1=NC(=NO1)C1=CSC2=C1CN(CC2)S(=O)(=O)C2=CC(=CC=C2)C(F)(F)F)(F)F 5-(trifluoromethyl)-3-(5-((3-(trifluoromethyl)phenyl)sulfonyl)-4,5,6,7-tetrahydrothieno[3,2-c]pyridin-3-yl)-1,2,4-oxadiazole